[N+](=O)([O-])C=1C=C(C=CC1)C1=C(C(=O)Cl)C=CC=C1 3-Nitrophenyl-benzoyl chloride